FC(OC1=C(C(=CC(=C1)N)OC(F)(F)F)C1=C(C=C(N)C=C1)OC(F)(F)F)(F)F 2,2',6-tris(trifluoromethoxy)benzidine